FC(C1=NN=C(O1)C=1C=CC(=NC1)CN1N=NC(=C1)C=1C=C(C=CC1)CN(C)C)F 1-(3-(1-((5-(5-(difluoromethyl)-1,3,4-oxadiazol-2-yl)pyridin-2-yl)methyl)-1H-1,2,3-triazol-4-yl)phenyl)-N,N-dimethylmethylamine